(S)-2-amino-3-(4-(5-(4'-hydroxy-6-methoxybiphenyl-3-yl)-1,2,4-oxadiazol-3-yl)phenyl)-N-(2-hydroxyethoxy)propanamide hydrochloride Cl.N[C@H](C(=O)NOCCO)CC1=CC=C(C=C1)C1=NOC(=N1)C=1C=C(C(=CC1)OC)C1=CC=C(C=C1)O